FC=1C=C(C=CC1OC1=CC=NC2=CC(=C(N=C12)OCCOC)OC)NC(=O)C=1C(=NC(=C(C1O)C1=CC=C(C=C1)F)C)COC N-[3-Fluoro-4-[[7-methoxy-6-(2-methoxyethoxy)-1,5-naphthyridin-4-yl]oxy]phenyl]-5-(4-fluorophenyl)-4-hydroxy-2-(methoxymethyl)-6-methylpyridine-3-carboxamide